(R)-8-(8-((2-chlorophenyl)thio)imidazo[1,2-c]pyrimidin-5-yl)-8-azaspiro[4.5]decan-1-amine ClC1=C(C=CC=C1)SC=1C=2N(C(=NC1)N1CCC3(CCC[C@H]3N)CC1)C=CN2